4-(2',4'-difluoro-[1,1'-biphenyl]-4-yl)-N-(pyridin-3-yl)butanamide FC1=C(C=CC(=C1)F)C1=CC=C(C=C1)CCCC(=O)NC=1C=NC=CC1